5-(5-fluoro-3-((3-fluoro-5-(methylsulfonyl)benzyl)oxy)pyridin-2-yl)-1-methyl-N-(3-methyl-5-(methylsulfonamido)phenyl)-1H-pyrrole-3-carboxamide FC=1C=C(C(=NC1)C1=CC(=CN1C)C(=O)NC1=CC(=CC(=C1)NS(=O)(=O)C)C)OCC1=CC(=CC(=C1)S(=O)(=O)C)F